C(C1=CC=CC=C1)O[C@@H]1CO[C@H]2[C@@H]1OC[C@H]2OC2=CC=C(C=C2)C=2N(C(C(=CN2)N[C@H](C)C2=CC1=C(OC3=C1C=CC=C3)C=C2)=O)CC(=O)OCCCC butyl 2-(2-(4-(((3R,3aR,6R,6aR)-6-(benzyloxy)hexahydrofuro[3,2-b]furan-3-yl)oxy)phenyl)-5-(((R)-1-(dibenzo[b,d]furan-2-yl)ethyl)amino)-6-oxopyrimidin-1(6H)-yl)acetate